BrC=1C=C(C2=C(N=C(O2)N(C)[C@@H]2C[C@@H](N(CC2)CC)C)C1)F |o1:11,13| rel-5-bromo-N-((2S,4S)-1-ethyl-2-methylpiperidin-4-yl)-7-fluoro-N-methylbenzo[d]oxazol-2-amine